N[C@@H](CC(=O)OCC)C1=CC(=CC=C1)C1=NC=CC=C1 ethyl (S)-3-amino-3-(3-(pyridin-2-yl)phenyl)propanoate